C(#N)C1=NC(=CC=C1O[C@@H]1C[C@H](CCC1)C(=O)O)C=1C=NN(C1COC(N(C)C1CCCC1)=O)C |r| (+/-)-(1S,3S)-3-((2-cyano-6-(5-(((cyclopentyl(methyl)carbamoyl)oxy)methyl)-1-methyl-1H-pyrazol-4-yl)pyridin-3-yl)oxy)cyclohexane-1-carboxylic acid